C(CCC)C1=CC=C(CC(C(=O)C2=CC=C(C=C2)N2CCOCC2)(CC)N(C)CCCC)C=C1 2-(4-n-butylbenzyl)-2-[(n-butyl)(methyl)amino]-1-(4-morpholinophenyl)butan-1-one